N-(2-fluoro-4-methyl-5-(7-methyl-2-(methylamino)pyrido[2,3-d]pyrimidin-6-yl)phenyl)-3-(trifluoromethyl)-2,5-dihydro-1H-pyrrole-1-carboxamide FC1=C(C=C(C(=C1)C)C1=CC2=C(N=C(N=C2)NC)N=C1C)NC(=O)N1CC(=CC1)C(F)(F)F